C(C(C)C)N(CC(C)C)CCC diisobutylaminopropane